N1(CCCC1)C1=C(C=C(C=N1)N)C(F)(F)F 6-(pyrrolidin-1-yl)-5-(trifluoromethyl)pyridin-3-amine